C(C)C(C(CC=O)C(F)(F)F)SC1CCCCC1 ethyl-S-4-cyclohexyl-4-oxo-2-(trifluoromethyl)butanethiol